bis(2-hydroxyethyl)-2-nitrophenylenediamine OCCN(C1(C(C=CC=C1)N)[N+](=O)[O-])CCO